C1(=NC=CC2=CC=CC=C12)C(=O)N1CC=2C(CC1)=C(N(N2)C)C2=CC=CC=C2 isoquinolin-1-yl-(2-methyl-3-phenyl-2,4,5,7-tetrahydro-6H-pyrazolo[3,4-c]pyridin-6-yl)methanone